Cl.N1(N=NC=C1)C=1C=CC(=C(C1)O)C1=CC2=C(N=N1)N(C=C2)[C@H]2CC(N(CC2)C)(C)C |r| 5-(1H-1,2,3-triazol-1-yl)-2-{7-[(4RS)-1,2,2-trimethylpiperidin-4-yl]-7H-pyrrolo[2,3-c]pyridazin-3-yl}phenol hydrochloride